S1C(=CC=C1)/C=C/N1CCOCC1 4-((E)-2-Thiophen-2-yl-vinyl)morpholine